C(C)(C)(C)NCCS(=O)(=O)O 2-(tert-butyl)aminoethane-1-sulfonic acid